1-((2S,4R)-2-methyl-4-((4-(5,6,7,8-tetrahydroimidazo[1,2-a]pyrazine-3-carbonyl)phenyl)amino)-3,4-dihydroquinolin-1(2H)-yl)propan C[C@@H]1N(C2=CC=CC=C2[C@@H](C1)NC1=CC=C(C=C1)C(=O)C1=CN=C2N1CCNC2)CCC